CC1=C(C=CC(=C1)C)NC(=O)C=1SC(N2C1NC(C1=CC=CC=C21)=O)=S N-(2,4-dimethylphenyl)-5-oxo-1-thioxo-4,5-dihydro-[1,3]thiazolo[3,4-a]quinazoline-3-carboxamide